(S)-4,11-diethyl-4-hydroxy-3,14-dioxo-3,4,12,14-tetrahydro-1H-pyrano[3',4':6,7]indolizino[1,2-b]quinolin-9-yl (S,E)-4-((R)-4-amino-2-butyramido-4-oxobutanamido)pent-2-enoate NC(C[C@H](C(=O)N[C@H](/C=C/C(=O)OC1=CC=2C(=C3C(=NC2C=C1)C1=CC2=C(C(N1C3)=O)COC([C@]2(O)CC)=O)CC)C)NC(CCC)=O)=O